2-(2-Chloro-6-fluoro-3,4-bis((4-methoxybenzyl)oxy)phenyl)-2-oxoacetic acid ClC1=C(C(=CC(=C1OCC1=CC=C(C=C1)OC)OCC1=CC=C(C=C1)OC)F)C(C(=O)O)=O